(S)-N-(5-amino-2-methylpyridin-3-yl)-2-(3-methylpiperidin-1-yl)acetamide NC=1C=C(C(=NC1)C)NC(CN1C[C@H](CCC1)C)=O